5-methyl-5,6-dihydro-2H-pyran CC1C=CCOC1